CN1N=CC(=C1)C1=CC=C(C=C1)CNC1=CC=NC=N1 6-({[4-(1-methyl-1H-pyrazol-4-yl)phenyl]methyl}amino)pyrimidin